[Fe-3](C#N)(C#N)(C#N)(C#N)(C#N)C#N.[K+].[K+].[K+] Kalium ferricyanid